7-methoxy-1-{[(2S,4S)-5-oxo-4-(tetrahydro-2H-pyran-4-yl)pyrrolidin-2-yl]methoxy}isoquinoline-6-carboxamide COC1=C(C=C2C=CN=C(C2=C1)OC[C@H]1NC([C@@H](C1)C1CCOCC1)=O)C(=O)N